N-[6-(2-{[6-(1-hydroxybutyl)-4-methylpyridin-3-yl]amino}phenyl)pyrimidin-4-yl]cyclopropanecarboxamide OC(CCC)C1=CC(=C(C=N1)NC1=C(C=CC=C1)C1=CC(=NC=N1)NC(=O)C1CC1)C